C1(=CC=CC=C1)C=1C=C2C=CC=C(C2=CC1)C1=CC=CC2=CC(=CC=C12)C1=CC=CC=C1 6,6'-diphenyl-1,1'-binaphthyl